C(C)(C)N1C(=NN=C1)C1=CC=CC(=N1)NC(=O)NC=1SC2=C(N1)C=C(C=C2)C 1-(6-(4-isopropyl-4H-1,2,4-triazol-3-yl)pyridin-2-yl)-3-(5-methylbenzo[d]thiazol-2-yl)urea